tert-butyl N-[(2R,3S)-1-{5-chloro-3-[(1Z)-(hydroxyimino)methyl]-7-[(thiophen-2-ylmethyl)amino]furo[3,2-b]pyridin-2-yl}-3-fluorobutan-2-yl]carbamate ClC1=CC(=C2C(=N1)C(=C(O2)C[C@H]([C@H](C)F)NC(OC(C)(C)C)=O)\C=N/O)NCC=2SC=CC2